C(C=1C(C(=O)O)=CC(C(=O)O)=CC1)(=O)O.C1(O)=CC(O)=CC=C1 resorcinol trimellitate